5-(5-(3,5-Dichlorophenyl)furan-2-yl)-4-methyl-1H-pyrrol ClC=1C=C(C=C(C1)Cl)C1=CC=C(O1)C1=C(C=CN1)C